1-(4-bromophenyl)-3-(2,4-dioxo-1,2,3,4-tetrahydropyrimidin-5-yl)urea BrC1=CC=C(C=C1)NC(=O)NC=1C(NC(NC1)=O)=O